FC1(C(C1)N1N=CC2=C(C(=CC=C12)F)C#CC1=NN(C(=C1C(=O)N)NC)[C@@H]1CN([C@H](C1)COC)C(C=C)=O)F 3-{2-[1-(2,2-Difluorocyclopropyl)-5-fluoroindazol-4-yl]ethynyl}-1-[(3S,5R)-5-(methoxymethyl)-1-(prop-2-enoyl)pyrrolidin-3-yl]-5-(methylamino)pyrazole-4-carboxamide